keto-caproic acid O=C(C(=O)O)CCCC